OC1CCN(CC1)C=1C=CC(=NC1)NC=1C=CC(=C2CNC(C12)=O)C1=CN=C2N1CCCC2 7-((5-(4-hydroxy-piperidin-1-yl)pyridin-2-yl)amino)-4-(5,6,7,8-tetrahydro-imidazo[1,2-a]pyridin-3-yl)isoindolin-1-one